N1C=CC2=C(C=CC=C12)C=1N=C(C2=C(N1)C(=CS2)CN2CC1(CCN(C1)C(=O)[O-])CC2)N2[C@@H](COCC2)C 7-((2-(1H-indol-4-yl)-4-((R)-3-methylmorpholinyl)thieno[3,2-d]pyrimidin-7-yl)methyl)-2,7-diazaspiro[4.4]nonane-2-carboxylate